3-benzyl-1,1-dioxo-6-(trifluoromethyl)-3,4-dihydro-2H-1lambda6,2,4-benzothiadiazine-7-sulfonamide C(C1=CC=CC=C1)C1NS(C2=C(N1)C=C(C(=C2)S(=O)(=O)N)C(F)(F)F)(=O)=O